3-(pyridin-4-yl)-1-[4-(pyrimidin-2-yl)phenyl]Pyrazin-2(1H)-one N1=CC=C(C=C1)C=1C(N(C=CN1)C1=CC=C(C=C1)C1=NC=CC=N1)=O